tert-Butyl (NE)-N-{(4S)-4-(3-amino-2-chlorophenyl)-1-[(4S*)-2,2-dimethyltetrahydro-pyran-4-yl]-4-methyl-6-oxohexahydropyrimidin-2-ylidene}carbamate NC=1C(=C(C=CC1)[C@]1(N/C(/N(C(C1)=O)[C@@H]1CC(OCC1)(C)C)=N\C(OC(C)(C)C)=O)C)Cl |o1:14|